N-(1-(6-(Piperazin-1-yl)pyridin-2-yl)ethyl)-5-(tetrahydro-2H-pyran-4-yl)-7H-pyrrolo[2,3-d]pyrimidin-4-amine N1(CCNCC1)C1=CC=CC(=N1)C(C)NC=1C2=C(N=CN1)NC=C2C2CCOCC2